C(C)(C)(C)OC(NCCC(=O)NC1C(NC(CC1)=O)=O)=O (3-((2,6-dioxopiperidin-3-yl)amino)-3-oxopropyl)carbamic acid tert-butyl ester